1-(tert-butyl) 2-methyl (2S,3S)-3-hydroxypyrrolidine-1,2-dicarboxylate O[C@@H]1[C@H](N(CC1)C(=O)OC(C)(C)C)C(=O)OC